N2-(5-methoxy-4-(3-(pyrrolidin-1-yl)propoxy)pyridin-2-yl)-N4,6-dimethylpyrimidine-2,4-diamine COC=1C(=CC(=NC1)NC1=NC(=CC(=N1)NC)C)OCCCN1CCCC1